F[C@H]1[C@@H]2CC[C@H](C[C@H]1N(C)C1=CN=C(N=N1)C=1C=C3C=NN(C(C3=CC1OC)=O)C)N2C(=O)OC(C)(C)C tert-butyl (1S,2R,3R,5R)-2-fluoro-3-((3-(7-methoxy-2-methyl-1-oxo-1,2-dihydrophthalazin-6-yl)-1,2,4-triazin-6-yl)(methyl)amino)-8-azabicyclo[3.2.1]octane-8-carboxylate